3-(2,2-difluoro-1-(trifluoromethyl)-1,2,5,6-tetrahydropyridin-3-yl)-4-((1,1-difluorohexyl)oxy)-1,2,5-thiadiazole FC1(N(CCC=C1C1=NSN=C1OC(CCCCC)(F)F)C(F)(F)F)F